C(C)(C)(C)OC(N(CCCN1CCOCC1)CC=1OC(=CC1)C#C)=O (5-ethynylfuran-2-yl)methyl-(3-morpholinopropyl)carbamic acid tert-butyl ester